N-(1-Cyclobutyl-3-methyl-1H-pyrazol-4-yl)-2-(1H-pyrazol-4-yl)thiazole-4-carboxamide C1(CCC1)N1N=C(C(=C1)NC(=O)C=1N=C(SC1)C=1C=NNC1)C